N-((4-bromophenyl)sulfonyl)-3-((2,6-dimethylbenzyl)oxy)-4-cyanobenzamide BrC1=CC=C(C=C1)S(=O)(=O)NC(C1=CC(=C(C=C1)C#N)OCC1=C(C=CC=C1C)C)=O